O1C[C@@H](CC1)N1C=NC2=NC=NC2=C1N N-[3-(R)-tetrahydrofuranyl]-6-aminopurine